methyl-lead chloride iodide C[Pb](I)Cl